CC1=CC=C(C=C1)OC=C(C=CC1=C(CCCC1(C)C)C)C 1-methyl-4-((2-methyl-4-(2,6,6-trimethylcyclohex-1-en-1-yl)buta-1,3-dien-1-yl)oxy)benzene